NC1=C(C=C(C=N1)NC(C(=C=O)N1C(CC12CCC2)C=2C=CC1=C(N=CS1)C2)=O)C N-(6-amino-5-methylpyridin-3-yl)-2-(2-(benzo[d]thiazol-5-yl)-1-azaspiro[3.3]heptan-1-yl)-2-carbonylacetamide